ClCC(=O)C1=CC=C(C=C1)S(=O)(=O)C 2-chloro-1-(4-(methylsulfonyl)phenyl)-1-ethanone